C1(=CC=[C+]C=C1)C1=CC=CC=C1 1,1'-Biphenyl-4-ylium